O=C1N(CCC(N1)=O)C=1C=CC(=NC1)OC1CCC(CC1)C(=O)OCC1=CC=CC=C1 benzyl (1r,4r)-4-([5-(2,4-dioxo-1,3-diazinan-1-yl)pyridin-2-yl]oxy)cyclohexane-1-carboxylate